C(C)(C)C1CN(CCN1)C1=CC=CC(=N1)C1=NC2=CC(=NC=C2C=C1)CNC(C1=CC(=C(C=C1)C)S(=O)(=O)C)=O N-((2-(6-(3-isopropylpiperazin-1-yl)pyridin-2-yl)-1,6-naphthyridin-7-yl)methyl)-4-methyl-3-(methylsulfonyl)benzamide